ClC=1C=C(C=2N(N1)C=CN2)[C@@H]2[C@H](C2)C2=CC=C(C=C2)C(F)(F)F 6-chloro-8-((1S,2S)-2-(4-(trifluoromethyl)phenyl)cyclopropyl)imidazo[1,2-b]pyridazine